C[C@H]1N(C[C@@H](N(C1)C=1C2=C(N=CN1)N(C=C2C2=CC=NC=C2)S(=O)(=O)C2=CC=C(C)C=C2)C)C(=O)OCCCC butyl (2R,5S)-2,5-dimethyl-4-(5-(pyridin-4-yl)-7-tosyl-7H-pyrrolo[2,3-d]pyrimidin-4-yl)piperazine-1-carboxylate